BrC1=NC=C(C2=C1NC=N2)C(=O)[O-].[Li+] lithium 4-bromo-3H-imidazo[4,5-c]pyridine-7-carboxylate